2,2-dimethyl-3-pentanone CC(C)(C(CC)=O)C